(4-(1H-indol-3-yl)-2-((R)-3-methylmorpholino)-5,8-dihydropyrido[3,4-d]pyrimidin-7(6H)-yl)(2,2-difluoro-1-methylcyclopropyl)methanone N1C=C(C2=CC=CC=C12)C=1C2=C(N=C(N1)N1[C@@H](COCC1)C)CN(CC2)C(=O)C2(C(C2)(F)F)C